5-(1-methyl-1-ethylbutyl)-4-hydroxy-2-methylbenzoic acid CC(CCC)(CC)C=1C(=CC(=C(C(=O)O)C1)C)O